FC1=CC(=C2C(CNCC2=C1)O)OC 7-fluoro-5-methoxy-1,2,3,4-tetrahydroisoquinoline-4-ol